2-({6-[(1,3-benzothiazol-2-yl)amino]-5-methylpyridazin-3-yl}(methyl)amino)-5-(1-methylazetidin-3-yl)-1,3-thiazole-4-carboxylic acid S1C(=NC2=C1C=CC=C2)NC2=C(C=C(N=N2)N(C=2SC(=C(N2)C(=O)O)C2CN(C2)C)C)C